C(#N)C=1C=CC(=C2C=CC=NC12)OC1C(C(C1(C)C)NC(C1=CN=C(C=C1)N1CCC(CC1)C=O)=O)(C)C N-((1r,3r)-3-((8-Cyanoquinolin-5-yl)oxy)-2,2,4,4-tetramethylcyclobutyl)-6-(4-formylpiperidin-1-yl)nicotinamide